N-[(3R)-1-cyclopropylazepan-3-yl]-2-(12-isopropyl-9-oxo-3-thia-1,10,11-triazatricyclo[6.4.0.02,6]dodeca-2(6),4,7,11-tetraen-10-yl)acetamide C1(CC1)N1C[C@@H](CCCC1)NC(CN1C(C2=CC=3C=CSC3N2C(=N1)C(C)C)=O)=O